CN(C)CC1CCN(CC1)C(CNC(=O)C1=CC2=C(N(C(=N2)NC=2SC3=C(N2)C=CC(=C3)Cl)C)C=C1)=O 2-(6-Chloro-benzothiazol-2-ylamino)-1-methyl-1H-benzoimidazole-5-carboxylic acid [2-(4-dimethylaminomethyl-piperidin-1-yl)-2-oxo-ethyl]-amide